C=C(C#N)C(=O)O CYANOACRYLIC ACID